[N+](=O)([O-])CC(C1=CC=CC=C1)C1=C(NC2=CC=CC=C12)C1=CC=C(C=C1)S(=O)(=O)F 4-(3-(2-nitro-1-phenylethyl)-1H-indol-2-yl)benzenesulfonyl fluoride